2'-(4,5-Dimethyl-1H-imidazol-2-yl)-5-[(3-ethylpyrrolidin-1-yl)carbonyl]-3,4'-bipyridin CC=1N=C(NC1C)C1=NC=CC(=C1)C=1C=NC=C(C1)C(=O)N1CC(CC1)CC